6-(4-isopropyl-3-(4-(4-(oxetan-3-yl)piperazin-1-yl)phenyl)-1H-pyrazol-5-yl)-8-methyl-[1,2,4]triazolo[1,5-a]pyridine C(C)(C)C=1C(=NNC1C=1C=C(C=2N(C1)N=CN2)C)C2=CC=C(C=C2)N2CCN(CC2)C2COC2